FC1=CC(=C(OC2=C(C=C(C=C2)C(C)(C)O)C=2C3=C(C(N(C2)C)=O)C=CS3)C(=C1)C)C 7-(2-(4-fluoro-2,6-dimethylphenoxy)-5-(2-hydroxypropan-2-yl)phenyl)-5-methylthieno[3,2-c]pyridin-4(5H)-one